NC1=CC2=CN(N=C2C=C1C(C)(C)O)C1CCC(CC1)CN(C1CCN(CC1)C1=CC=CC=2N(C(N(C21)C)=O)C2C(NC(CC2)=O)=O)C 3-[4-[4-[[4-[5-Amino-6-(1-hydroxy-1-methyl-ethyl)indazol-2-yl]cyclohexyl]methyl-methyl-amino]-1-piperidyl]-3-methyl-2-oxo-benzimidazol-1-yl]piperidine-2,6-dione